Cl.ClC=1C=C(C=CC1Cl)C1=CC=C(O1)CCNC(=O)C=1N=C(NC1)C 2-Methyl-1H-imidazole-4-carboxylic acid {2-[5-(3,4-dichlorophenyl)furan-2-yl]ethyl}amide hydrochloride